FC=1C=C(C=CC1)N1C=2N(C[C@@H](C1)CNC(C=C)=O)N=CC2 |o1:11| (R)- or (S)-N-((4-(3-fluorophenyl)-4,5,6,7-tetrahydropyrazolo[1,5-a]pyrimidin-6-yl)methyl)acrylamide